O=C1NC(C(N1)(C=1C=NC=CC1)CCC(=O)O)=O 3-[2,5-dioxo-4-(3-pyridyl)imidazolidin-4-yl]propanoic acid